6-(2-amino-5-(4-(4-(4,4-difluorobutyl)piperazin-1-yl)phenyl)-6-fluoropyridin-3-yl)-4-fluoroisoquinolin-1(2H)-one NC1=NC(=C(C=C1C=1C=C2C(=CNC(C2=CC1)=O)F)C1=CC=C(C=C1)N1CCN(CC1)CCCC(F)F)F